bis(2,6-dimethylbenzoyl)-2-methoxyphenyl-phosphine oxide CC1=C(C(=O)P(C2=C(C=CC=C2)OC)(C(C2=C(C=CC=C2C)C)=O)=O)C(=CC=C1)C